FC1=C(N=CC2=C1N=C(N=C2NCCC(=O)N)OCC21CCCN1CCC2)C2=CC=CC1=CC=CC(=C21)F 3-((8-fluoro-7-(8-fluoronaphthalen-1-yl)-2-((hexahydro-1H-pyrrolizin-7a-yl)methoxy)pyrido[4,3-d]pyrimidin-4-yl)amino)propanamide